1-phenylmethanamine C1(=CC=CC=C1)CN